N-(1-{4-[(3-chlorobenzene-1-carbonyl)amino]phenyl}cyclobutyl)-1,3-oxazole-2-carboxamide ClC=1C=C(C=CC1)C(=O)NC1=CC=C(C=C1)C1(CCC1)NC(=O)C=1OC=CN1